1-(4-fluoro-3-(prop-1-en-2-yl)phenyl)ethan-1-one FC1=C(C=C(C=C1)C(C)=O)C(=C)C